C1(CC1)N(C=1C2=C(N=CN1)N(C=C2)CC2(C(CN(CC2)CC(=O)N)O)O)CC2=C(C=C(C=C2)N2N=CC=C2)F 2-(4-((4-(cyclopropyl(2-fluoro-4-(1H-pyrazol-1-yl)benzyl)amino)-7H-pyrrolo[2,3-d]pyrimidin-7-yl)methyl)-3,4-dihydroxypiperidin-1-yl)acetamide